(2R,4R)-6-chloro-4-hydroxy-N-(3-{4-[(3R)-3-(trifluoromethoxy)pyrrolidine-1-carbonyl]-1H-imidazol-1-yl}bicyclo[1.1.1]pentan-1-yl)-3,4-dihydro-2H-1-benzopyran-2-carboxamide ClC=1C=CC2=C([C@@H](C[C@@H](O2)C(=O)NC23CC(C2)(C3)N3C=NC(=C3)C(=O)N3C[C@@H](CC3)OC(F)(F)F)O)C1